2-amino-6-mercaptopurine NC1=NC(=C2NC=NC2=N1)S